6-((5-fluoropyridin-2-yl)amino)-1-(2-methoxyphenyl)-1,2-dihydro-3H-pyrazolo[4,3-c]pyridin-3-one FC=1C=CC(=NC1)NC1=CC2=C(C=N1)C(NN2C2=C(C=CC=C2)OC)=O